Benzyl (R)-6-(2-amino-3-(3-methoxyphenyl)propoxy)-3-methylisoquinoline-5-carboxylate dihydrochloride Cl.Cl.N[C@@H](COC1=C(C=2C=C(N=CC2C=C1)C)C(=O)OCC1=CC=CC=C1)CC1=CC(=CC=C1)OC